5-(2,3-difluoro-4-methoxy-phenyl)-N-[4-[2-[[(3S,4S)-4-hydroxypyrrolidin-3-yl]carbamoylamino]ethylcarbamoyl]-3-methyl-phenyl]-1-methyl-imidazole-2-carboxamide FC1=C(C=CC(=C1F)OC)C1=CN=C(N1C)C(=O)NC1=CC(=C(C=C1)C(NCCNC(N[C@H]1CNC[C@@H]1O)=O)=O)C